13-Methyl-[1,3]benzodioxolo[5,6-c]-1,3-dioxolo[4,5-i]phenanthridinium C[N+]=1C=2C3=C(C=CC2C2=CC=C4C(=C2C1)OCO4)C=C4C(OCO4)=C3